5-fluoro-N-(3-methoxypropyl)benzamide FC=1C=CC=C(C(=O)NCCCOC)C1